BrC1=CC=C2CC(NCC2=C1)C 7-bromo-3-methyl-1,2,3,4-tetrahydroisoquinoline